FC(C=1C(=CC2=CN(N=C2C1)C1CCN(CC1)CC1(CN(C1)C(=O)OC(C)(C)C)F)[N+](=O)[O-])F tert-butyl 3-[[4-[6-(difluoromethyl)-5-nitro-indazol-2-yl]-1-piperidyl]methyl]-3-fluoro-azetidine-1-carboxylate